4-[2-(cyclopropylmethoxy)-6-methylphenyl]-6-methyl-1,6-dihydro-7H-pyrrolo[2,3-c]pyridin-7-one C1(CC1)COC1=C(C(=CC=C1)C)C=1C2=C(C(N(C1)C)=O)NC=C2